ClC=1C=C(C(=NC1)N1C(C(N(C(C1)=O)CC1=CC=C(C=C1)F)C1COC1)=O)C 1-(5-chloro-3-methylpyridin-2-yl)-4-(4-fluorobenzyl)-3-(oxetan-3-yl)piperazine-2,5-dione